(±)-tert-butyl (5-((4-((2-((tert-butoxycarbonyl)amino)ethyl)(methyl)amino)-3-((methylsulfonyl)methyl)phenyl)amino)-3-cyanopyrazolo[1,5-a]pyrimidin-7-yl)(cyclopropyl)carbamate C(C)(C)(C)OC(=O)NCCN(C1=C(C=C(C=C1)NC1=NC=2N(C(=C1)N(C(OC(C)(C)C)=O)C1CC1)N=CC2C#N)CS(=O)(=O)C)C